cis-3-methoxy-3-methyl-1-(6-(2-methyl-2H-pyrazolo[3,4-b]pyridin-5-yl)thieno[2,3-b]pyridin-2-yl)cyclobutanol COC1(CC(C1)(O)C1=CC=2C(=NC(=CC2)C2=CC=3C(N=C2)=NN(C3)C)S1)C